3-(3-(2-chloro-5-(methoxycarbonyl)-3-nitrophenoxy)prop-1-yn-1-yl)pyrrolidine-1-carboxylic acid tert-butyl ester C(C)(C)(C)OC(=O)N1CC(CC1)C#CCOC1=C(C(=CC(=C1)C(=O)OC)[N+](=O)[O-])Cl